3-(pyrimidin-4-yl)azetidine N1=CN=C(C=C1)C1CNC1